C[C@H]1NC(C2=C(C=3C=4C=CC(=NC4C=CC3S2)C2=NC(=CC=C2)C=C)NC1)=O (R)-10-methyl-3-(6-vinylpyridin-2-yl)-9,10,11,12-tetrahydro-8H-[1,4]diazepino[5',6':4,5]thieno[3,2-f]quinolin-8-one